N1(CCCCC1)C(=O)C=1C=NN2C1C=CC=C2C=2C=C(C=NC2)NC(CC=2C=NC=NC2)=O N-(5-(3-(piperidine-1-carbonyl)pyrazolo[1,5-a]pyridin-7-yl)pyridin-3-yl)-2-(pyrimidin-5-yl)acetamide